C(C)N1C[C@@H](CCC1)NC1=NN=C(C(N1C)=O)C1=C(C=C(C=C1C)C(F)(F)F)O 3-[[(3R)-1-ethyl-3-piperidyl]amino]-6-[2-hydroxy-6-methyl-4-(trifluoromethyl)phenyl]-4-methyl-1,2,4-triazin-5-one